FC(CN1N=NC(=C1)C(=O)NCC1=C(C=CC(=C1)OC(F)(F)F)F)CCN1N=NC(=C1)NC(CC1=C(C=CC(=C1)OC(F)(F)F)F)=O 1-[2-fluoro-4-(4-{2-[2-fluoro-5-(trifluoromethoxy)phenyl]acetamido}-1H-1,2,3-triazol-1-yl)butyl]-N-{[2-fluoro-5-(trifluoromethoxy)phenyl]methyl}-1H-1,2,3-triazole-4-carboxamide